C(C)(=O)O[C@H]1[C@H]([C@@H]([C@]2(C)[C@@H]1[C@@H]1CCC=3C=C(C=CC3[C@H]1CC2)OCC2=CC=CC=C2)OC(C)=O)OC(C)=O (15α,16α,17β)-3-(phenylmethoxy)-estra-1,3,5(10)-triene-15,16,17-triol triacetate